ClC1=C2C(=NC=C1OC=1C=NN3C1C(=CC(=C3)NC)F)N=C(N2C)NC=2C(N(C=C(C2)C(F)(F)F)C)=O 3-((7-chloro-6-((4-fluoro-6-(methylamino)pyrazolo[1,5-a]pyridin-3-yl)oxy)-1-methyl-1H-imidazo[4,5-b]pyridin-2-yl)amino)-1-methyl-5-(trifluoromethyl)pyridin-2(1H)-one